1'-(tert-butyl)-5'-methyl-(3R,5'S)-6-bromo-2-oxospiro[indole-3,3'-pyrrolidine]-1,5'-dicarboxylic acid C(C)(C)(C)N1C[C@]2(C[C@]1(C(=O)O)C)C(N(C1=CC(=CC=C12)Br)C(=O)O)=O